[Ru+2].C(=O)(O)C1=CC(=NC=C1)C1=NC=CC(=C1)C(=O)O (4,4'-dicarboxy-bipyridine) ruthenium (II)